ClC1=CC2=C(N=CN(C2=O)CC2(CCN(CC2)C(=O)C2(CC2)C)O)N1C1=CC=C(C=C1)C1CC1 6-Chloro-7-(4-cyclopropylphenyl)-3-((4-hydroxy-1-(1-methylcyclopropanecarbonyl)piperidin-4-yl)methyl)-3H-pyrrolo[2,3-d]pyrimidin-4(7H)-one